sodium ethylenediamine tetraoxalate C(C(=O)[O-])(=O)ON(CCN(OC(C(=O)[O-])=O)OC(C(=O)[O-])=O)OC(C(=O)[O-])=O.[Na+].[Na+].[Na+].[Na+]